C1(CC1)C=1C=C(C=C2C(=CNC12)C(=O)NC)C=1C=CC=C2C=C(N=CC12)C=1C=NC(=CC1)C(NCCC#CC1=C2CN(C(C2=CC=C1)=O)C1C(NC(CC1)=O)=O)=O 7-Cyclopropyl-5-(3-(6-((4-(2-(2,6-dioxopiperidin-3-yl)-1-oxoisoindolin-4-yl)but-3-yn-1-yl)carbamoyl)pyridin-3-yl)isoquinolin-8-yl)-N-methyl-1H-indole-3-carboxamide